C(C)[Bi](CC)CC triethylbismuth(III)